phosphaphenanthrene oxide C1=CC=C2C(=C1)C=CC3=C2C=CC=P3=O